5-methyl-4-(1-(1-methyl-1H-imidazole-5-carbonyl)indolin-5-yl)thiazole-2-carboxamide CC1=C(N=C(S1)C(=O)N)C=1C=C2CCN(C2=CC1)C(=O)C1=CN=CN1C